ethyl 2-[4-(4-{5-[3-fluoro-5-(trifluoromethyl)phenyl]-7-[{[1-(methoxymethyl)cyclobutyl]methyl} (methyl)amino]-1H-imidazo[4,5-b]pyridin-2-yl}phenyl)piperazin-1-yl]propanoate FC=1C=C(C=C(C1)C(F)(F)F)C1=CC(=C2C(=N1)N=C(N2)C2=CC=C(C=C2)N2CCN(CC2)C(C(=O)OCC)C)N(C)CC2(CCC2)COC